4-((2-((4-cyanophenyl)amino)-7-(piperidine-4-carbonyl)-6,7,8,9-tetrahydro-5H-pyrimido[4,5-d]azepine-4-yl)oxy)-3,5-dimethylbenzonitrile dihydrochloride Cl.Cl.C(#N)C1=CC=C(C=C1)NC=1N=C(C2=C(CCN(CC2)C(=O)C2CCNCC2)N1)OC1=C(C=C(C#N)C=C1C)C